COCCN1N=CC(=C1)B1OC(C)(C)C(C)(C)O1 1-(2-methoxyethyl)-4-pyrazoleboronic acid pinacol ester